(S)-3-(3-(4-hydroxy-1,6-dimethyl-2-oxo-1,2-dihydropyridin-3-yl)ureido)-3-(2',4',5-trifluorobiphenyl-3-yl)propanoic acid ethyl ester C(C)OC(C[C@@H](C=1C=C(C=C(C1)F)C1=C(C=C(C=C1)F)F)NC(=O)NC=1C(N(C(=CC1O)C)C)=O)=O